C(C)OC(C1=CC=C(C=C1)C#N)=O.C(#N)C1=CC=C(C(=O)NN)C=C1 4-cyanobenzohydrazide Ethyl-4-cyanobenzoate